FC1=C(C#N)C=C(C=C1)COC(COC(C1=CC=CC=C1)(C1=CC=CC=C1)C1=CC=CC=C1)CCCCCCCCCCCCCCC fluoro-5-(((1-(trityloxy)heptadecan-2-yl)oxy)methyl)benzonitrile